2,4-Dimethoxypyrimidine COC1=NC=CC(=N1)OC